CC(C#N)(C)C1=CC=C(C=C1)NC=1N=CC2=C(N1)CNCC2 2-methyl-2-[4-({5H,6H,7H,8H-pyrido[3,4-d]pyrimidin-2-yl}amino)phenyl]propanenitrile